ClC1=CC2=C(N=C(S2)C2=NN=C3N2CCN([C@@H]3C)C(C3=CC(=C(C=C3)F)[2H])=O)C=C1C#N (R)-6-chloro-2-(7-(4-fluorobenzoyl-3-d)-8-methyl-5,6,7,8-tetrahydro-[1,2,4]triazolo[4,3-a]pyrazin-3-yl)benzo[d]thiazole-5-carbonitrile